(R)-2-amino-cyclobutylmethanol NC1[C@@H](CC1)CO